(R)-(2-(4-methyl-1-oxo-1,3-dihydroisobenzofuran-5-yl)-2-(methylamino)ethyl)carbamic acid tert-butyl ester C(C)(C)(C)OC(NC[C@H](NC)C=1C(=C2COC(C2=CC1)=O)C)=O